NC1=NC=CC(=N1)OC1=CC(=C(C=C1)N1C(N(CC1=O)C=1C=NC=C(C1)C(F)F)=O)C 3-{4-[(2-amino-4-pyrimidinyl)oxy]-2-methylphenyl}-1-[5-(difluoromethyl)-3-pyridinyl]-2,4-imidazolidinedione